C(=C)(C)B(O)O s-propenylboronic acid